Fmoc-N-Ethyl-Hydroxylamine C(=O)(OCC1C2=CC=CC=C2C2=CC=CC=C12)N(O)CC